2-(2-(N-((1,2,3,5,6,7-hexahydro-S-indacen-4-yl)carbamoyl)sulfamoyl)vinyl)pyrrolidine-1-carboxylic acid tert-butyl ester C(C)(C)(C)OC(=O)N1C(CCC1)C=CS(NC(NC1=C2CCCC2=CC=2CCCC12)=O)(=O)=O